N,N-diallyl-N-propylammonium chloride [Cl-].C(C=C)[NH+](CCC)CC=C